FC1(CC(C1)O)F 3,3-difluorocyclobutanol